[Br-].C(C=C)(=O)OCCCCCCCCCCCC[N+]1=CC=CC=C1 acryloyl-oxydodecyl-pyridinium bromide